OC1=CCC(C=C1)(C)C(C)(C)C1(CC=C(C=C1)O)C 2,2-bis(4-hydroxy-1-methylphenyl)propane